OC1=C(C(=O)NC=2SC(=CN2)[N+](=O)[O-])C=CC=C1C(=O)NCCC hydroxy-N1-(5-nitrothiazol-2-yl)-N3-Propyl-isophthalamide